N-[(5-chlorothiophen-2-yl)methyl]-3-[1-(morpholine-4-carbonyl)azepan-4-yl]-1-(1,3-thiazole-4-carbonyl)-1H-pyrazol-5-amine ClC1=CC=C(S1)CNC1=CC(=NN1C(=O)C=1N=CSC1)C1CCN(CCC1)C(=O)N1CCOCC1